1-((1-(fluoromethyl)cyclopropyl)methyl)-1H-benzo[d]imidazole-6-carboxylic acid FCC1(CC1)CN1C=NC2=C1C=C(C=C2)C(=O)O